S=SCC dithiabutene